(2-oxo-propyl)-N-propyl-acetamide O=C(CCC(=O)NCCC)C